COC1=C(C=CC=C1)NC=1N=CC2=C(N1)N(C(C(=C2C#C[Si](C(C)C)(C(C)C)C(C)C)C#N)=O)C2=CC=CC=C2 2-[(2-methoxyphenyl)amino]-7-oxo-8-phenyl-5-[2-(triisopropylsilyl)ethynyl]pyrido[2,3-d]pyrimidine-6-carbonitrile